CC1(OCCC1)C(=O)NC1=CNC2=CC=C(C=C12)C=1C=NN(C1)C1=CC=C(C=C1)C(F)(F)F 2-methyl-N-(5-{1-[4-(trifluoromethyl)phenyl]-1H-pyrazol-4-yl}-1H-indol-3-yl)oxolane-2-carboxamide